ClC1=C(CN(C2CC3C(CN(C3)C(=O)N3N=C(C=C3)C(=O)NC)C2)C)C=CC=C1 1-(cis-5-((2-chlorobenzyl)(methyl)amino)octa-hydrocyclopenta[c]pyrrole-2-carbonyl)-N-methyl-1H-pyrazole-3-carboxamide